2-(benzo[d][1,3]dioxol-5-yl)ethan-1-ol O1COC2=C1C=CC(=C2)CCO